N,N-diethyl-2-methyl-thiophene-3-carboxamide C(C)N(C(=O)C1=C(SC=C1)C)CC